ethanesulfonamide formate C(=O)O.C(C)S(=O)(=O)N